Cl.NC1CN(CC1)C1=CC(=C(C#N)C=C1)C(F)(F)F 4-(3-aminopyrrolidin-1-yl)-2-(trifluoromethyl)benzonitrile hydrochloride